COC=1C=C(C=CC1OC)/C=C/C(=O)C1=C(C(=CC=C1)O)F (E)-3-(3,4-dimethoxyphenyl)-1-(2-fluoro-3-hydroxyphenyl)prop-2-en-1-one